CC(CO)=CC 2,3-dimethylallyl alcohol